C(C)(C)C1=CN=C(N1)C1=NC=CC(=C1)C=1C=NC=C(C1)N1CCOCC1 4-(2'-(5-Isopropyl-1H-imidazol-2-yl)-3,4'-bipyridin-5-yl)morpholin